N[C@@H]1C2=CC=CC=C2CC12CCN(CC2)C2=NC=C(C(N2)=O)C#CCC2=C(C(=NC=C2)N)Cl (S)-2-(1-amino-1,3-dihydrospiro[indene-2,4'-piperidine]-1'-yl)-5-(3-(2-amino-3-chloropyridin-4-yl)prop-1-yn-1-yl)pyrimidin-4(3H)-one